N-(4-{[6-(5-chloro-2-fluorophenyl)-3-methylpyridazin-4-yl]amino}pyridin-2-yl)-3-[4-(2,2,2-trifluoroethyl)piperazin-1-yl]propanamide ClC=1C=CC(=C(C1)C1=CC(=C(N=N1)C)NC1=CC(=NC=C1)NC(CCN1CCN(CC1)CC(F)(F)F)=O)F